Methyl O-acetyl-N-(O-(tert-butyldimethylsilyl)-N-(2-(4-(((2-methoxyethoxy)carbonyl)amino)piperidin-1-yl)thiazole-4-carbonyl)-L-seryl)-L-serinate C(C)(=O)OC[C@H](NC([C@@H](NC(=O)C=1N=C(SC1)N1CCC(CC1)NC(=O)OCCOC)CO[Si](C)(C)C(C)(C)C)=O)C(=O)OC